N1=CC=C(C=C1)C(C=O)C=O 2-(pyridine-4-yl)malonaldehyde